1-phenyl-3-(3-methoxy-phenyl)-2,3-epoxy-1-propanone C1(=CC=CC=C1)C(C1C(O1)C1=CC(=CC=C1)OC)=O